FC=1C=C2C(=NC1)NC=C2C=2N=C(C1=C(N2)N=CC=C1)NC1C(C2CCC1CC2)C(=O)O (+/-)-trans-3-((2-(5-fluoro-1H-pyrrolo[2,3-b]pyridin-3-yl)pyrido[2,3-d]pyrimidin-4-yl)amino)bicyclo[2.2.2]octane-2-carboxylic acid